FC=1C=C(C=CC1)C1=C(C=2N(C(=N1)N)C=NN2)C2=CC(=NC(=C2)C(F)(F)F)C 7-(3-fluorophenyl)-8-(2-methyl-6-(trifluoromethyl)pyridin-4-yl)-[1,2,4]triazolo[4,3-c]pyrimidin-5-amine